C(C)(=O)O.C(CCC)OCC 2-butoxyethane acetate